N-(4-chlorobenzyl)propynylamine ClC1=CC=C(CNC#CC)C=C1